5-((5-Azaspiro[2.4]heptan-5-yl)methyl)-2-(4'-fluoro-2'-(4-methyl-4H-1,2,4-triazol-3-yl)-[1,1'-biphenyl]-3-yl)-7-(trifluoromethyl)benzo[d]oxazole C1CC12CN(CC2)CC=2C=C(C1=C(N=C(O1)C=1C=C(C=CC1)C1=C(C=C(C=C1)F)C1=NN=CN1C)C2)C(F)(F)F